2-((6-(1,3,4-oxadiazol-2-yl)benzo[d]thiazol-2-yl)amino)-4-ethylpyridine O1C(=NN=C1)C1=CC2=C(N=C(S2)NC2=NC=CC(=C2)CC)C=C1